1-(2-(but-2-en-1-yloxy)phenyl)ethane-1-one C(C=CC)OC1=C(C=CC=C1)C(C)=O